fluoro-4-isothiocyanato-2-trifluoromethylbenzonitrile FC=1C(=C(C#N)C=CC1N=C=S)C(F)(F)F